1-((1,3,3-trimethylbicyclo[2.2.1]heptan-2-yl)oxy)pentan-2-ol CC12C(C(C(CC1)C2)(C)C)OCC(CCC)O